FC1(CC[C@@H](N(C1)C(=O)C1=NC(=CC=C1C)NC1=NC=CC(=C1)N1CCCC1)CNC(C)=O)F (R)-N-((5,5-difluoro-1-(3-methyl-6-((4-(pyrrolidin-1-yl)pyridin-2-yl)amino)pyridine-2-carbonyl)piperidin-2-yl)methyl)acetamide